N[C@@H](CCC(=O)O)C(=O)O.C(CO)(=O)O glycolic acid glutamate